1,2,4-benzenetrihydrazide tert-butyl-(4-(5-isopropyl-1,3,4-oxadiazol-2-yl)pyridin-2-yl)carbamate C(C)(C)(C)N(C(O)=O)C1=NC=CC(=C1)C=1OC(=NN1)C(C)C.C=1(C(=CC(=CC1)C(=O)NN)C(=O)NN)C(=O)NN